tert-butyl 3-(aminomethyl)-4-({[tert-butyl(dimethyl)silyl]oxy}methyl)-pyrrolidine-1-carboxylate NCC1CN(CC1CO[Si](C)(C)C(C)(C)C)C(=O)OC(C)(C)C